6-(4-([1,1'-biphenyl]-4-carbonyl)-2,5-dimethylthiophene-3-carboxamido)spiro[3.3]heptane-2-carboxylic acid C1(=CC=C(C=C1)C(=O)C=1C(=C(SC1C)C)C(=O)NC1CC2(CC(C2)C(=O)O)C1)C1=CC=CC=C1